CC1=CC=C(C=C1)S(=O)(=O)OC2=C(C(=NN2C)C)C(=O)C3=C(C=C(C=C3)Cl)Cl Pyrazolate